CC(CCCC)OCCOCCO 2-(2-(hexane-2-yloxy)ethoxy)ethan-1-ol